C1(CC1)C(=O)NC1=CC(=C(OC[C@@H]2N(CCCC2)C(=O)OC(C)(C)C)C=C1)B1OC(C(O1)(C)C)(C)C Tert-butyl (2R)-2-[[4-(cyclopropanecarbonylamino)-2-(4,4,5,5-tetramethyl-1,3,2-dioxaborolan-2-yl)phenoxy]methyl]piperidine-1-carboxylate